tert-butyl 6-[2-[[2-(2,6-dioxo-3-piperidyl)-1,3-dioxo-isoindolin-5-yl]amino]ethyl]-2-azaspiro[3.3]heptane-2-carboxylate O=C1NC(CCC1N1C(C2=CC=C(C=C2C1=O)NCCC1CC2(CN(C2)C(=O)OC(C)(C)C)C1)=O)=O